3-ethyl 2-methyl (3S,4aS,6S,8aR)-6-[2-(2H-1,2,3,4-tetrazol-5-yl)ethyl]-decahydroisoquinoline-2,3-dicarboxylate N=1NN=NC1CC[C@H]1C[C@H]2C[C@H](N(C[C@@H]2CC1)C(=O)OC)C(=O)OCC